3-chloro-1-(2,4-dihydroxy-3-methylphenyl)propan-1-one ClCCC(=O)C1=C(C(=C(C=C1)O)C)O